FC1=CC(=CC=2N(C(=NC21)[C@H]2CN(CC2)C(=O)OC)C(C)C)C2=NC(=NC=C2F)N[C@@H]2C[C@H]1CO[C@@H]([C@H]2O)O1 methyl (R)-3-(4-fluoro-6-(5-fluoro-2-(((1S,3R,4S,5R)-4-hydroxy-6,8-dioxabicyclo[3.2.1]octan-3-yl)amino)pyrimidin-4-yl)-1-isopropyl-1H-benzo[d]imidazol-2-yl)pyrrolidine-1-carboxylate